ClC=1C=C(C=CC1F)NC1=NC=C(C2=CC=C(C=C12)NC(CCCN1CCCCC1)=O)F N-(1-((3-chloro-4-fluorophenyl)amino)-4-fluoroisoquinolin-7-yl)-4-(piperidin-1-yl)butanamide